BrC=1C(=CC(=NC1)C(=O)NC)C 5-bromo-N,4-dimethylpyridine-2-carboxamide